CN(C1=NC=2N(C3=CC=CC=C13)C=NN2)C2=NC=CC=C2 N-methyl-N-(pyridin-2-yl)-[1,2,4]triazolo[4,3-a]quinazolin-5-amine